O.O.[Na].[Na].C(C1=CC=CC=C1)OC(=O)N1[C@]([C@H](C1)C)(C(=O)O)CC(=O)O (2R,3S)-1-((benzyloxy)carbonyl)-2-(carboxymethyl)-3-methylazetidine-2-carboxylic acid disodium dihydrate